[F-].ClC(=C(C(F)(F)F)F)C(F)(F)F 3-chloroheptafluoro-2-butene, fluoride salt